ClC1=C2CCCC2=C(C=2CCCC12)N 8-Chloro-1,2,3,5,6,7-hexahydro-s-indacen-4-amine